ClC1=C(C=CC(=C1)C(F)(F)F)COC1CN(C1)C(=O)N1C[C@@H]2[C@H](OCC(N2)=O)CC1 (-)-trans-6-[3-[[2-Chloro-4-(trifluoromethyl)phenyl]methoxy]azetidine-1-carbonyl]-4,4a,5,7,8,8a-hexahydropyrido[4,3-b][1,4]oxazin-3-one